methyl 5-(5-{[(4R)-4-{[2-amino-6-(4-methylpiperazin-1-yl)-1,3-benzodiazol-1-yl] methyl} pentyl] oxy}-1-methylpyrazol-4-yl)-1-methyl-6-oxopyridine-3-carboxylate NC1=NC2=C(N1C[C@@H](CCCOC1=C(C=NN1C)C1=CC(=CN(C1=O)C)C(=O)OC)C)C=C(C=C2)N2CCN(CC2)C